CN(C1=CC=C(C=C1)/C=C/C=O)C (E)-3-(4-(dimethylamino)phenyl)propenal